Natrium (S)-3-(3-(1,5-Dimethyl-4-oxido-2-oxo-1,2-dihydropyridin-3-yl)ureido)-3-(6-fluorobiphenyl-3-yl)propanoat CN1C(C(=C(C(=C1)C)[O-])NC(N[C@@H](CC(=O)[O-])C=1C=C(C(=CC1)F)C1=CC=CC=C1)=O)=O.[Na+].[Na+]